S=S.[Na] sodium thiosulfide